N[C@@H]1[C@@H](N(CC1)C(=O)OC(C)(C)C)C tert-butyl (2S,3S)-3-amino-2-methyl-pyrrolidine-1-carboxylate